5-(2-(2-(pyridin-3-ylmethoxy)pyridin-4-yl)-1H-pyrrolo[2,3-b]pyridin-4-yl)-1H-indazol N1=CC(=CC=C1)COC1=NC=CC(=C1)C1=CC=2C(=NC=CC2C=2C=C3C=NNC3=CC2)N1